FC(C1=CC=C(C=C1)CS(=O)(=O)N)(F)F 1-(4-(trifluoromethyl)phenyl)methanesulfonamide